C1(CC1)C1=CC(=CC(=N1)C(=O)NC1=CC(=CC=C1)C1(COC1)C(C1=NN=CN1C)F)C=O 6-cyclopropyl-N-[3-[3-[fluoro-(4-methyl-1,2,4-triazol-3-yl)methyl]-oxetan-3-yl]phenyl]-4-formyl-pyridine-2-carboxamide